(2S,4R)-N-(1-cyanocyclopropyl)-4-(2'-(trifluoromethoxy)biphenyl-4-ylsulfonyl)-1-(1-(trifluoromethyl)cyclopropanecarbonyl)pyrrolidine-2-carboxamide C(#N)C1(CC1)NC(=O)[C@H]1N(C[C@@H](C1)S(=O)(=O)C1=CC=C(C=C1)C1=C(C=CC=C1)OC(F)(F)F)C(=O)C1(CC1)C(F)(F)F